BrC1=CC=CC=2C=3N(C(=NC12)N[C@H]1C(NCC1)=O)N=C(N3)C3=CC=C(C#N)C=C3 4-(7-bromo-5-{[(3R)-2-oxopyrrolidin-3-yl]amino}[1,2,4]triazolo[1,5-c]quinazolin-2-yl)benzonitrile